5-[3-[2-(7-Chloroquinolin-2-yl)vinyl]phenyl]-8-(N,N-dimethylcarbamoyl)-4,6-dithiaoctanoic acid sodium salt [Na+].ClC1=CC=C2C=CC(=NC2=C1)C=CC=1C=C(C=CC1)C(SCCC(=O)[O-])SCCC(N(C)C)=O